3-(5-(((1R,2S)-2-((4-(difluoromethyl)cyclohexyl)amino)cyclohexyl)methyl)-1-oxoisoindolin-2-yl)piperidine-2,6-dione FC(C1CCC(CC1)N[C@@H]1[C@H](CCCC1)CC=1C=C2CN(C(C2=CC1)=O)C1C(NC(CC1)=O)=O)F